CN(CC(=O)O)CC(=O)O N-(methyl)iminodiacetic acid